(P)-1-(6-(4-(3-chloro-5-hydroxy-2-methylphenyl)-3,7,7-trimethyl-7,8-dihydro-5H-pyrano[4,3-b]pyridin-2-yl)-2,6-diazaspiro[3.4]octan-2-yl)-2-propen-1-one ClC=1C(=C(C=C(C1)O)C1=C2C(=NC(=C1C)N1CC3(CN(C3)C(C=C)=O)CC1)CC(OC2)(C)C)C